2-(4-(1-ethyl-4-(trifluoromethyl)-1H-imidazol-2-yl)phenyl)ethan-1-one C(C)N1C(=NC(=C1)C(F)(F)F)C1=CC=C(C=C1)CC=O